5-(4,4,5,5-tetramethyl-1,3,2-dioxaborolan-2-yl)benzoate CC1(OB(OC1(C)C)C=1C=CC=C(C(=O)[O-])C1)C